C1(=C(C=CC=C1)OC1=CC(=C(C=C1)CO)N1C[C@H](CC1)OC1=NC=C(C=C1)C(F)(F)F)C (S)-(4-(o-tolyloxy)-2-(3-(5-(trifluoromethyl)pyridin-2-yloxy)pyrrolidin-1-yl)phenyl)methanol